C(C)OC(=O)C=1C=NC(=NC1)N(CC1=CC(=CC=C1)OC)CC1=CC(=CC=C1)OC 2-(bis(3-methoxybenzyl)amino)pyrimidine-5-carboxylic acid ethyl ester